FC([C@](C(=O)NN)(C)O)(F)F (R)-3,3,3-trifluoro-2-hydroxy-2-methylpropanohydrazide